NC=1C=C2C=C(C(N(C2=C(C1)OCCO[C@H]1CN(C[C@H](C1)C)C(=O)O)C)=O)OCC(=O)NC (3r,5s)-3-[2-[[6-amino-1-methyl-3-[2-(methylamino)-2-oxo-ethoxy]-2-oxo-8-quinolinyl]oxy]ethoxy]-5-methyl-piperidine-1-carboxylic acid